COC1=CC=C(C=C1)C(C(=NC1=CC=CC=C1)C1=CC=CC=C1)=C 2-(4-methoxyphenyl)-N,1-diphenylprop-2-en-1-imine